(S)-2-((1-(1-(2,6-bis(benzyloxy)pyridin-3-yl)-3-methyl-2-oxo-2,3-dihydro-1H-benzo[d]imidazol-4-yl)piperidin-3-yl)oxy)acetic acid C(C1=CC=CC=C1)OC1=NC(=CC=C1N1C(N(C2=C1C=CC=C2N2C[C@H](CCC2)OCC(=O)O)C)=O)OCC2=CC=CC=C2